C(#N)C1=CC(=C(C=C1)NS(=O)(=O)C1=CN(C=2CC(CCC12)C(C)(C)OC(F)F)S(=O)(=O)C1=CC=C(C)C=C1)F N-(4-cyano-2-fluorophenyl)-6-(2-(difluoromethoxy)propan-2-yl)-1-tosyl-4,5,6,7-tetrahydro-1H-indole-3-sulfonamide